2,2-dilinoleyl-4-(2-hydroxyethyl)-[1,3]-dioxane C(CCCCCCC\C=C/C\C=C/CCCCC)C1(OCCC(O1)CCO)CCCCCCCC\C=C/C\C=C/CCCCC